N1=CC=C(C=C1)C1=C(N)C=CC=C1 2-(pyridin-4-yl)aniline